C1(CCCCC1)C1=CC=C(C=C1)C(=O)NC=1SC(=C(C1)C1=CC=CC=C1)C 2-(((4-cyclohexylphenyl)carbonyl)amino)-5-methyl-4-phenylthiophene